(S)-2-(2-methylpyridin-4-yl)morpholine CC1=NC=CC(=C1)[C@H]1CNCCO1